Dibenzo[a,c]phenazine-11,12-dicarbonitrile C1=CC=CC2=C1C1=NC3=CC(=C(C=C3N=C1C1=C2C=CC=C1)C#N)C#N